(E)-2-chloro-5-(2-ethoxyvinyl)nicotinamide ClC1=C(C(=O)N)C=C(C=N1)\C=C\OCC